(R)-(+)-2-phenylpropylamine C[C@@H](CN)C1=CC=CC=C1